(2s,4s)-2-(4-(4-cyclopropylphenyl)piperidine-1-carbonyl)-7-oxa-5-azaspiro[3.4]Octane-6-one C1(CC1)C1=CC=C(C=C1)C1CCN(CC1)C(=O)C1CC2(C1)NC(OC2)=O